3-(2-((1R,3s,5S)-3-acetamido-9-azabicyclo[3.3.1]nonan-9-yl)-1,1-difluoro-2-oxoethyl)-4-fluoro-N-(4-fluoro-3-methylphenyl)benzamide C(C)(=O)NC1C[C@H]2CCC[C@@H](C1)N2C(C(F)(F)C=2C=C(C(=O)NC1=CC(=C(C=C1)F)C)C=CC2F)=O